(R)-methyl 3-(6-(5-(((1-(2-chloro-pyridin-3-yl)-ethoxy)carbonyl)amino)-1-methyl-1H-1,2,3-triazol-4-yl)nicotinamido)-bicyclo[1.1.1]-pentane-1-carboxylate ClC1=NC=CC=C1[C@@H](C)OC(=O)NC1=C(N=NN1C)C1=NC=C(C(=O)NC23CC(C2)(C3)C(=O)OC)C=C1